(S)-4-(2-(tert-butoxycarbonyl)-2-(4-tert-butylthiazol-2-yl)ethyl)-phenylaminosulfonic acid C(C)(C)(C)OC(=O)[C@H](CC1=CC=C(C=C1)NS(=O)(=O)O)C=1SC=C(N1)C(C)(C)C